1-hydroxy-3,4-dimethoxybenzoic acid OC1(C(=O)O)CC(=C(C=C1)OC)OC